(R)-N-((1-(2-(1H-indol-3-yl)-2-methylpropyl)-1H-1,2,3-triazol-4-yl)methyl)-2,3-dihydro-1H-inden-1-amine N1C=C(C2=CC=CC=C12)C(CN1N=NC(=C1)CN[C@@H]1CCC2=CC=CC=C12)(C)C